8-(trifluoromethyl)-3-(3-(4-(3-(trifluoromethyl)phenyl)piperazin-1-yl)propyl)-3,5-dihydro-4H-pyrimido[5,4-b]indol-4-one FC(C1=CC=2C3=C(NC2C=C1)C(N(C=N3)CCCN3CCN(CC3)C3=CC(=CC=C3)C(F)(F)F)=O)(F)F